C(C#C)OCC1OC1 2-[(prop-2-ynyloxy)methyl]oxirane